BrC1=C(C=CC(=C1)OC(F)F)F 2-bromo-4-(difluoromethoxy)-1-fluorobenzene